(E)-N-(4-(4-(((dimethylamino)methylene)amino)-2-oxo-1-(1,1,1-trifluoropropan-2-yl)-1,2-dihydro-3H-imidazo[4,5-c]pyridin-3-yl)benzyl)-5-fluoro-2-methoxybenzamide CN(C)\C=N\C1=NC=CC2=C1N(C(N2C(C(F)(F)F)C)=O)C2=CC=C(CNC(C1=C(C=CC(=C1)F)OC)=O)C=C2